C(C)(C)C(C(C)C)=C(C(=O)OCC(C)C)C(=O)OCC(C)C diisobutyl (diisopropylmethylene)malonate